5-iodo-2-((tert-butoxycarbonyl)amino)benzoic acid IC=1C=CC(=C(C(=O)O)C1)NC(=O)OC(C)(C)C